ClC1=NC(=NC(=C1)C1=C(C=CC=C1C)C)NS(=O)(=O)C1=CC(=NN1COCC[Si](C)(C)C)C(=O)OCC Ethyl 5-[[4-chloro-6-(2,6-dimethylphenyl)pyrimidin-2-yl]sulfamoyl]-1-(2-trimethylsilylethoxymethyl)pyrazole-3-carboxylate